OC=1C=C(C=CC1O)C#C 3,4-dihydroxy-phenylacetylene